ClC=1C=CC2=C(CC(CC=3N2C(=NN3)[C@@H]3CN(CC3)CC3=NC=CC=C3)OC)C1 8-chloro-5-methoxy-1-[(3S)-1-(pyridin-2-ylmethyl)pyrrolidin-3-yl]-5,6-dihydro-4H-[1,2,4]triazolo[4,3-a][1]benzazepine